(E)-5-(3-(4-(dimethylamino)phenyl)acryloyl)-4-methylthiothieno[2,3-b]pyridin-6(7H)-one CN(C1=CC=C(C=C1)/C=C/C(=O)C1=C(C2=C(NC1=O)SC=C2)SC)C